C1(CC1)C#CC1=CC=C(C=N1)S(=O)(=O)N1C[C@@H]([C@@](C1)(CO)O)OC1=CC(=C(C#N)C=C1)F 4-(((3S,4R)-1-((6-(cyclopropylethynyl)pyridin-3-yl)sulfonyl)-4-hydroxy-4-(hydroxymethyl)pyrrolidin-3-yl)oxy)-2-fluorobenzonitrile